C(C1=CC=CC=C1)OC([C@H]1NC[C@@H](C1)O)=O trans-4-hydroxy-L-proline benzyl ester